ClC=1C=C(OC2C(C(C2(C)C)NC(=O)C=2C=CC(=NC2)N2CCN(CC2)CC2CCN(CC2)CC(=O)O)(C)C)C=CC1C#N 2-(4-[[4-(5-[[(1r,3r)-3-(3-chloro-4-cyanophenoxy)-2,2,4,4-tetramethylcyclobutyl]carbamoyl]pyridin-2-yl)piperazin-1-yl]methyl]piperidin-1-yl)acetic acid